6H,7H-pyrazolo[3,4-b]pyridin-6-on N=1N=CC=2C1NC(CC2)=O